(3S,4S)-4-(5-chloro-1-methyl-pyrazol-4-yl)-N-(6-fluoro-2-pyridyl)-1-methyl-2-oxo-pyrrolidine-3-carboxamide ClC1=C(C=NN1C)[C@@H]1[C@H](C(N(C1)C)=O)C(=O)NC1=NC(=CC=C1)F